C(CCC(=O)[O-])(=O)O[C@@H]1[C@]2(C)[C@@H](CC1)[C@@H]1CC[C@H]3C[C@H](CC[C@]3(C)[C@H]1CC2)O[Si](C)(C)C(C)(C)C 3β-(tert-butyldimethylsilyloxy)-5α-androstan-17β-yl succinate